N,N,N-trimethyl-2-hydroxyethylammonium C[N+](C)(C)CCO